(R)-3-(2-((R)-4-(4-fluorophenyl)-2-methylpiperazin-1-yl)ethyl)-2-methyl-2,8-diazaspiro[4.5]decan-1-one FC1=CC=C(C=C1)N1C[C@H](N(CC1)CC[C@@H]1N(C(C2(C1)CCNCC2)=O)C)C